O1OCCCCC1 dioxaepane